[C@H]12CN(C[C@H](CC1)N2)C2=NC(=NC1=CC(=CC=C21)C2=CC(=CC1=CC=CC=C21)O)OC[C@H]2N(CCC2)C 4-(4-((1R,5S)-3,8-diazabicyclo[3.2.1]octan-3-yl)-2-(((S)-1-methylpyrrolidin-2-yl)methoxy)quinazolin-7-yl)naphthalen-2-ol